[Zr].[Mg].[Al] ALUMINUM-MAGNESIUM-ZIRCONIUM